N,N',N''-1,3,5-benzenetriyltris[2,2-dimethylpropanamide] C1(=CC(=CC(=C1)NC(C(C)(C)C)=O)NC(C(C)(C)C)=O)NC(C(C)(C)C)=O